(2R)-benzyl-2-((4-(tert-butyl)phenyl)(2-(cyclohexyl(methyl)amino)-2-oxo-1-(pyridin-3-yl)ethyl)carbamoyl)pyrrolidine-1-carboxylate C(C1=CC=CC=C1)OC(=O)N1[C@H](CCC1)C(N(C(C(=O)N(C)C1CCCCC1)C=1C=NC=CC1)C1=CC=C(C=C1)C(C)(C)C)=O